CNCC1=CC(=C(C=C1)C)C=1C=C2C(=CN1)NN=C2C=2C=NN(C2)C methyl-1-(4-methyl-3-(3-(1-methyl-1H-pyrazol-4-yl)-1H-pyrazolo[3,4-c]pyridin-5-yl)phenyl)methylamine